5-Hydroxy-6-(5H-imidazo[5,1-a]isoindol-5-yl)-N,N-dimethyl-5,6,7,8-tetrahydronaphthalen-2-carboxamid OC1C=2C=CC(=CC2CCC1C1N2C(C3=CC=CC=C13)=CN=C2)C(=O)N(C)C